(+)-(2R or S)-N-{4-[cis-3-anilino-4-oxo-1,4,5,5a,6,7,8,8a-octahydrocyclopenta[b]pyrrolo[2,3-d]pyridin-2-yl]pyridin-2-yl}-4,4-difluoro-2-(4-fluorophenyl)butanamide N(C1=CC=CC=C1)C1=C(NC=2[C@@H]3[C@H](NC(C21)=O)CCC3)C3=CC(=NC=C3)NC([C@H](CC(F)F)C3=CC=C(C=C3)F)=O |o1:28|